C(C)(C)(C)OOC(C)(C)C1=CC(=CC(=C1)C(C)(C)OOC(C)(C)C)C(C)(C)OOC(C)(C)C 1,3,5-tris(tert-butylperoxyisopropyl)benzene